ClC1=CC=C(S1)C=C1N=C(OC1=O)C1=CC=C(C=C1)OC 4-((5-chlorothiophen-2-yl)methylene)-2-(4-methoxyphenyl)oxazol-5(4H)-one